C(=O)(O)[C@H](CCC(NCCOCCOCCOCCOCCOCCOCCOCCOCCOCCOCCOCCOCCC(OC1=C(C(=C(C(=C1F)F)F)F)F)=O)=O)N(C(CCCCCCCCCC(=O)O)=O)CCCCCCCCCCC (S)-44-Carboxy-1,41,46-trioxo-1-(perfluorophenoxy)-45-undecyl-4,7,10,13,16,19,22,25,28,31,34,37-dodecaoxa-40,45-diazahexapentacontan-56-oic acid